C(C)(C)N(C(=O)C1=C(C=CC(=C1)F)N1C=C(C2=C1N=NC=C2)C(=O)C2CN(C2)C(=O)[C@H]2N([C@@H]1CC[C@H]2C1)C(=O)OC(C)(C)C)C(C)C tert-butyl (1R,3S,4S)-3-(3-(7-(2-(diisopropylcarbamoyl)-4-fluorophenyl)-7H-pyrrolo[2,3-c]pyridazine-5-carbonyl)azetidine-1-carbonyl)-2-azabicyclo[2.2.1]heptane-2-carboxylate